O=C1NN=NN1C=1C=C(C#N)C=CC1 3-(5-oxo-4,5-dihydro-1H-tetrazol-1-yl)benzonitrile